C(CCCCCCC\C=C/CCCCCCCC)NC(CCCCCCCCCCCCCCC)=O N-oleyl-palmitamide